CN1C=C(C[C@@H](N)C(=O)OCC2(CC2)N2N=CC(=C2)C#CC=2C=CC=C3C=C(N(C(C23)=O)C2=CC=CC=C2)[C@H](C)NC(=O)C=2C(=NN3C2N=CC=C3)N)C3=CC=CC=C13 (1-(4-((3-((S)-1-(2-aminopyrazolo[1,5-a]pyrimidine-3-carboxamido)ethyl)-1-oxo-2-phenyl-1,2-dihydroisoquinolin-8-yl)ethynyl)-1H-pyrazol-1-yl)cyclopropyl)methyl 1-methyl-D-tryptophanate